N-(6,8-dimethyl-1-isoquinolyl)-6-[5-(2-methoxyethyl)-1,3,4-thiadiazol-2-yl]-N-[(3R)-3-piperidyl]pyridine-3-carboxamide CC=1C=C2C=CN=C(C2=C(C1)C)N(C(=O)C=1C=NC(=CC1)C=1SC(=NN1)CCOC)[C@H]1CNCCC1